6-chloro-4-(4-{[3-fluoro-5-(trifluoromethyl)phenyl]methyl}piperazin-1-yl)-1-methyl-2-oxo-1,2-dihydro-1,5-naphthyridine-3-carbonitrile ClC=1N=C2C(=C(C(N(C2=CC1)C)=O)C#N)N1CCN(CC1)CC1=CC(=CC(=C1)C(F)(F)F)F